Oleoyl-CoA C(CCCCCCC\C=C/CCCCCCCC)(=O)SCCNC(CCNC([C@@H](C(COP(OP(OC[C@@H]1[C@H]([C@H]([C@@H](O1)N1C=NC=2C(N)=NC=NC12)O)OP(=O)(O)O)(=O)O)(=O)O)(C)C)O)=O)=O